bis-(nitrocyclohexyl)-methane [N+](=O)([O-])C1(CCCCC1)CC1(CCCCC1)[N+](=O)[O-]